2-oxo-imidazol O=C1N=CC=N1